C(C)(C)(C)OC(=O)N1C(CCC1)N(C)C (dimethylamino)pyrrolidine-1-carboxylic acid tert-butyl ester